C[C@H]1N(C[C@H](NC1)C)C1=NC=C(C=N1)C#N 2-[(2R,5R)-2,5-dimethylpiperazin-1-yl]pyrimidine-5-carbonitrile